BrC1=NN2C([C@H](N([C@@H](C2)C)C(=O)OC(C)(C)C)C)=C1 |&1:5| tert-butyl (4RS,6R)-2-bromo-4,6-dimethyl-6,7-dihydropyrazolo[1,5-a]pyrazine-5(4H)-carboxylate